(2-methyl-5,6-dihydroimidazo[1,2-a]pyrazin-7(8H)-yl)(3-(4-(4-methylpiperazin-1-yl)quinazolin-6-yl)-1H-pyrrolo[2,3-b]pyridin-5-yl)methanone CC=1N=C2N(CCN(C2)C(=O)C=2C=C3C(=NC2)NC=C3C=3C=C2C(=NC=NC2=CC3)N3CCN(CC3)C)C1